NC=1SC(=C(N1)C=1C=C(C#N)C=CC1)C1=CC(=NC(=C1)C)CF 3-[2-amino-5-[2-(fluoromethyl)-6-methyl-4-pyridinyl]Thiazol-4-yl]Benzonitrile